N[C@H](C(=O)OCC)CC1=NC(=NN1C=C)Br ethyl (S)-2-amino-3-(3-bromo-1-vinyl-1H-1,2,4-triazol-5-yl)propanoate